CC1=C(C=CC=C1)C=1SC=C(N1)C=1OC(=NN1)S(=O)(=O)C 2-(2-(2-methylphenyl)thiazol-4-yl)-5-(methylsulfonyl)-1,3,4-oxadiazole